Cl.C[C@@H]1CC2=NN3C(C(NCC3)=O)=C2CN1 (R)-3-Methyl-1,2,3,4,8,9-hexahydropyrido[4',3':3,4]pyrazolo[1,5-a]pyrazin-10(7H)-one hydrochloride